C(C)(=O)C=1C(=C(C=CC1)C(C(=O)OCC)(F)F)C ethyl 2-(3-acetyl-2-methylphenyl)-2,2-difluoroacetate